C(C)SC1=NC2=NC=CN=C2C(=N1)N 2-(ethylsulfanyl)-pteridin-4-amine